[Na].C(C)C([C@@]([C@@]1(C(=C(C(=O)O1)O)O)CC(O)CO)(O)CCCCCC)O ethylhexyl-glyceryl-ascorbic acid sodium